N-(5-((6-((S)-3-(2,6-difluorophenyl)isoxazolidine-2-yl)pyrimidine-4-yl)amino)-2-((2-(dimethylamino)ethyl)(methyl)amino)-4-methoxyphenyl)acrylamide FC1=C(C(=CC=C1)F)[C@H]1N(OCC1)C1=CC(=NC=N1)NC=1C(=CC(=C(C1)NC(C=C)=O)N(C)CCN(C)C)OC